C(C(=C)C)(=O)OCCC1=CC=CC=C1 2-PHENYLETHYL METHACRYLATE